6-bromo-N'-[4-(trifluoromethoxy)phenyl]-1,2-benzothiazole-3-carboxamidine BrC1=CC2=C(C(=NS2)C(=NC2=CC=C(C=C2)OC(F)(F)F)N)C=C1